OC1(CCCCCC1)COC=1C=C(C=CC1)C(CC)=O 3-((1-hydroxycycloheptyl)methoxy)phenylpropan-1-one